N1CC(C1)OC=1C=2N(C=C(C1)C1CC1)C=C(N2)CNC2=CC(=NC=N2)NC(=O)[C@@H]2[C@H](C2)C2=CC(=CC=C2)Cl (1S,2S)-N-(6-(((8-(azetidin-3-yloxy)-6-cyclopropylimidazo[1,2-a]pyridin-2-yl)methyl)amino)pyrimidin-4-yl)-2-(3-chlorophenyl)cyclopropane-1-carboxamide